FC1=C(CCNCC=2C=C(C=3N(C2)C=CN3)C=3C=C2CN(C(C2=CC3)=O)C3C(NC(CC3)=O)=O)C(=CC=C1)F 3-(5-(6-(((2,6-difluorophenethyl)amino)methyl)imidazo[1,2-a]pyridin-8-yl)-1-oxoisoindolin-2-yl)piperidine-2,6-dione